1-(4-chlorobenzyl)-3-(4-((methylamino)methyl)phenyl)urea hydrochloride Cl.ClC1=CC=C(CNC(=O)NC2=CC=C(C=C2)CNC)C=C1